(2S)-2-[4-bromo-2-(1,2-oxazol-3-yl)phenoxy]-3-ethoxypropionic acid BrC1=CC(=C(O[C@H](C(=O)O)COCC)C=C1)C1=NOC=C1